NC1=NC=CC=C1C1=NC=2C(=NC=CC2)N1C1=CC=C(CNC(C2=CC(=NC=C2)C#N)=O)C=C1 N-(4-(2-(2-aminopyridin-3-yl)-3H-imidazo[4,5-b]pyridin-3-yl)benzyl)-2-cyanoisonicotinamide